CN1C(NC2=CC=CC=C2C1=O)=O 3-methyl-quinazoline-2,4(1H,3H)-dione